CC(C(=O)OCC(C)(N=C=S)C1=CC(=C(C=C1)F)Cl)(C)C 2-(3-chloro-4-fluorophenyl)-2-isothiocyanatopropyl 2,2-dimethylpropanoate